O=C1CCC(N1)C(=O)N 5-oxopyrrolidine-2-carboxamide